CC=1C(C2=CC=C(C=C2C1)Br)=O methyl-5-bromo-1-indenone